C(CCCCCCC\C=C/CCCCCCCC)(=O)C1=C(C(=C(N(C)C)C=C1)C)C(CCCCCCC\C=C/CCCCCCCC)=O dioleoyltrimethylaniline